2-((5-fluoro-4-methoxy-2-phenylquinolin-7-yl)(methoxy)methylene)malononitrile FC1=C2C(=CC(=NC2=CC(=C1)C(=C(C#N)C#N)OC)C1=CC=CC=C1)OC